O1CCOC12CCC(CC2)N2C(CCC2)=O 1-(1,4-dioxaspiro[4.5]decan-8-yl)pyrrolidin-2-one